C(C)(C)(C)OC(=O)NC=1SC(=C(N1)C(=O)OC)CCCOC1=C(C=C(C=C1)C#CCN(C)C(=O)OC(C)(C)C)F Methyl 2-(tert-butoxycarbonylamino)-5-[3-[4-[3-[tert-butoxycarbonyl(methyl)amino]prop-1-ynyl]-2-fluoro-phenoxy]propyl]thiazole-4-carboxylate